N-(3-(Tert-butyl)-1-(p-tolyl)-1H-pyrazol-5-yl)-6-(imidazo[1,2-a]pyridin-3-carbonyl)-4,5,6,7-tetrahydrothieno[2,3-c]pyridin-3-carboxamid C(C)(C)(C)C1=NN(C(=C1)NC(=O)C1=CSC=2CN(CCC21)C(=O)C2=CN=C1N2C=CC=C1)C1=CC=C(C=C1)C